C(C(C)(C)C)(=O)OCCCCCCCCCCCCCCCCCCCCCC behenyl pivalate